ClC=1C=CC2=C([C@@H](C[C@H](O2)C(=O)NC23CC(C2)(C3)C3=CN=C(O3)[C@@H]3C[C@@H](C3)OC(F)(F)F)O)C1 (2S,4R)-6-chloro-4-hydroxy-N-(3-{2-[cis-3-(trifluoromethoxy)cyclobutyl]-1,3-oxazol-5-yl}bicyclo[1.1.1]pentan-1-yl)-3,4-dihydro-2H-1-benzopyran-2-carboxamide